2-(tert-butoxycarbonylamino)-2-(3-nitrophenyl)acetic acid C(C)(C)(C)OC(=O)NC(C(=O)O)C1=CC(=CC=C1)[N+](=O)[O-]